CC(C(=O)[O-])(C)S(=O)(=O)C 2-methyl-2-methylsulfonyl-propanoate